NC=1C2=C(N=CN1)N(C(=C2C2=CC[C@H](CC2)C(=O)N2CCCC2)C2=CC=C(C=C2)N2C(C(CC2)=C)=O)C (S)-1-(4-(4-amino-7-methyl-5-(4-(pyrrolidine-1-carbonyl)cyclohex-1-en-1-yl)-7H-pyrrolo[2,3-d]pyrimidin-6-yl)phenyl)-3-methylenepyrrolidin-2-one